3-(5-(4-aminophenyl)-3-methyl-2-oxo-2,3-dihydro-1H-benzo[d]imidazol-1-yl)piperidine-2,6-dione NC1=CC=C(C=C1)C1=CC2=C(N(C(N2C)=O)C2C(NC(CC2)=O)=O)C=C1